ClC=1C=CC(=C(C1)C1=CC(N(C=C1F)C(CC1=CC=CC=C1)C1=NC2=C(N1)C=CC(=C2)P(O)(O)=O)=O)N2N=NN=C2 2-(1-(4-(5-chloro-2-(1H-tetrazol-1-yl)phenyl)-5-fluoro-2-oxopyridin-1(2H)-yl)-2-phenylethyl)-1H-benzo[d]imidazol-5-ylphosphonic acid